ClC1=NC(=NC=C1C1(CC1)C(=O)NC12CC(C1)(C2)F)S(=O)(=O)C 1-(4-chloro-2-(methylsulfonyl)pyrimidin-5-yl)-N-(3-fluorobicyclo[1.1.1]pentan-1-yl)cyclopropane-1-carboxamide